CC1(N(CCC1)CCNC(=O)C=1C=C(C(=NC1)C)NC(=O)C=1C=NN2C1SC(=C2)C=2C=NN(C2)CCO)C N-(5-((2-(2,2-dimethylpyrrolidin-1-yl)ethyl)carbamoyl)-2-methylpyridin-3-yl)-2-(1-(2-hydroxyethyl)-1H-pyrazol-4-yl)pyrazolo[5,1-b]thiazole-7-carboxamide